CCCCCCCCCCCCCCCCC(=O)OC[C@H](COP(=O)(O)OC[C@@H](C(=O)O)N)OC(=O)CCCCCCC/C=C\CCCCCCC 1-heptadecanoyl-2-(9Z-heptadecenoyl)-glycero-3-phosphoserine